benzothiazolethioate S1C(=NC2=C1C=CC=C2)C([O-])=S